ClC1=CC=C(C=C1)C(CC1=C(C=CC=C1)Cl)O 1-(4-chlorophenyl)-2-(2-chlorophenyl)-ethanol